CC1(CN2C(C=3C=CC=CC13)=C(C=1C=CC=CC12)C)CC(=O)OC Methyl 2-(5,12-dimethyl-5,6-dihydroindolo[2,1-a]isoquinolin-5-yl)acetate